tert-butyl (R)-4-(3,3-dimethyl-2-oxoindolin-6-yl)-3-ethylpiperazine-1-carboxylate CC1(C(NC2=CC(=CC=C12)N1[C@@H](CN(CC1)C(=O)OC(C)(C)C)CC)=O)C